N-(5-(2-fluoro-2-methylpropanoyl)-6-((2,3',5'-trifluoro-[1,1'-biphenyl]-3-yl)methyl)-5-azaspiro[2.4]heptan-7-yl)methanesulfonamide FC(C(=O)N1CC2(CC2)C(C1CC=1C(=C(C=CC1)C1=CC(=CC(=C1)F)F)F)NS(=O)(=O)C)(C)C